COC(C1=CC=CC=C1[N+](=O)[O-])=O methyl-6-nitrobenzoate